3-(2-chloro-5-methylphenyl)thiophene ClC1=C(C=C(C=C1)C)C1=CSC=C1